FC(C1=CC(=NC2=CC=CC=C12)N)(F)F 4-trifluoromethylquinolin-2-amine